6-(6-cyclopropyl-4-piperazin-1-yl-quinazolin-7-yl)-5-(trifluoromethyl)pyridin-2-amine C1(CC1)C=1C=C2C(=NC=NC2=CC1C1=C(C=CC(=N1)N)C(F)(F)F)N1CCNCC1